C(CCC)C1(C2=CC(=CC=C2C=2C=CC(=CC12)NC(=O)[C@@H]1C[C@H](CN1C([C@@H](C1=CC=CC=C1)NC(OC)=O)=O)O)NC(=O)[C@@H]1C[C@H](CN1C([C@@H](C1=CC=CC=C1)NC(OC)=O)=O)O)CCCC dimethyl ((1R,1'R)-((3R,3'R,5S,5'S)-(((9,9-dibutyl-9H-fluorene-2,7-diyl)bis(azanediyl))bis(carbonyl))bis(3-hydroxypyrrolidine-5,1-diyl))bis(2-oxo-1-phenylethane-2,1-diyl))dicarbamate